ethyl 2-{4-[(2S)-1-(hydroxyacetyl)pyrrolidin-2-yl] piperidin-1-yl}-6-azaspiro[3.4]octane-6-carboxylate OCC(=O)N1[C@@H](CCC1)C1CCN(CC1)C1CC2(C1)CN(CC2)C(=O)OCC